C(CCCCC)C=1N=C(SC1CCC(=O)C1=CC(=C(C=C1)OC(CO)(C)C)C)C1=CC=C(C=C1)C(F)(F)F 3-(4-hexyl-2-(4-(trifluoromethyl)phenyl)thiazol-5-yl)-1-(4-((1-hydroxy-2-methylpropan-2-yl)oxy)-3-methylphenyl)propan-1-one